SC1=CC=CC=C1 Mercaptobenzol